ClC1=C(C=CC=C1C1=NN(C=C1)C(C)C)SC1=NC=C(C=N1)N1CCC2([C@@H]([C@@H](OC2)C)N)CC1 (3S,4S)-8-(2-((2-chloro-3-(1-isopropyl-1H-pyrazole-3-yl)phenyl)mercapto)pyrimidine-5-yl)-3-methyl-2-oxa-8-azaspiro[4.5]decane-4-amine